1-(methyl-d3)-5-(4,4,5,5-tetramethyl-1,3,2-dioxaborolan-2-yl)-1H-indazole C(N1N=CC2=CC(=CC=C12)B1OC(C(O1)(C)C)(C)C)([2H])([2H])[2H]